tert-butyl-pentan-1-ol C(C)(C)(C)C(CCCC)O